C1(CC1)S(=O)(=O)NC=1SC=C(N1)C(CC)NC(C1=C(C=C(C=C1)C1=NC(=CN=C1)OCC)F)=O N-(1-(2-(cyclopropanesulfonylamino)thiazol-4-yl)propyl)-4-(6-ethoxypyrazin-2-yl)-2-fluorobenzamide